(1R,4s)-4-(8-(3-chloro-2,6-difluorophenylamino)-2-((1S,3R)-3-hydroxycyclohexylamino)-9H-purin-9-yl)cyclohexanecarboxamide ClC=1C(=C(C(=CC1)F)NC=1N(C2=NC(=NC=C2N1)N[C@@H]1C[C@@H](CCC1)O)C1CCC(CC1)C(=O)N)F